2-((4-((S)-2-(4-chloro-2-fluorophenyl)-2H-benzo[b][1,4]oxazin-8-yl)piperidin-1-yl)methyl)-1-(((S)-oxetan-2-yl)methyl)-1H-benzo[d]imidazole-6-carboxylic acid ClC1=CC(=C(C=C1)[C@H]1C=NC2=C(O1)C(=CC=C2)C2CCN(CC2)CC2=NC1=C(N2C[C@H]2OCC2)C=C(C=C1)C(=O)O)F